1,4-dioxaspiro[4.5]decan-2-one O1C(COC12CCCCC2)=O